ClC1=CC(=C(COC2=CC=CC(=N2)C2=C(C=C(CC3=NC4=C(N3CC=3SC=CC3)C=C(C=C4)C(=O)O)C=C2)F)C=C1)F 2-(4-(6-(4-chloro-2-fluorobenzyloxy)pyridin-2-yl)-3-fluorobenzyl)-1-(thiophene-2-ylmethyl)-1H-benzo[d]imidazole-6-carboxylic acid